5-bromo-2-methoxy-d3-nicotinic acid BrC=1C=NC(=C(C(=O)O)C1)OC([2H])([2H])[2H]